tert-butyl N-[(3S,4E)-6-(4-bromophenyl)-1-carbamoylhex-4-en-3-yl]carbamate BrC1=CC=C(C=C1)C/C=C/[C@H](CCC(N)=O)NC(OC(C)(C)C)=O